ClC=1C=CC2=C(CCC=3C(=NC=C(C3)[C@H](C=C)C3=CC=CC=C3)C2=C2CCN(CC2)C(=O)[O-])C1 (R)-4-(8-chloro-3-(1-phenylallyl)-5,6-dihydro-11H-benzo[5,6]cyclohepta-[1,2-b]pyridin-11-ylidene)piperidine-1-carboxylate